3-(azidomethyl)methyloxetane N(=[N+]=[N-])CC1C(OC1)C